ON1[C@@H]2CC[C@H](N(C1=O)C2)C(=O)NOC2CCN(CC2)C(=O)OC(C)(C)C tert-Butyl 4-[({[(2S,5R)-6-hydroxy-7-oxo-1,6-diazabicyclo[3.2.1]oct-2-yl]carbonyl}amino)oxy]piperidine-1-carboxylate